N1(C=NC=C1)CCCC1=CC=CC(=N1)NC(=O)NC1=COC=C1 1-(6-(3-(1H-imidazole-1-yl)propyl)pyridine-2-yl)-3-(furan-3-yl)urea